N,N,N-trimethyl-2-((4-((4'-(trifluoromethoxy)-[1,1'-biphenyl]-4-yl)thio)-1H-1,2,3-triazole-5-carbonyl)oxy)ethan-1-aminium iodide [I-].C[N+](CCOC(=O)C1=C(N=NN1)SC1=CC=C(C=C1)C1=CC=C(C=C1)OC(F)(F)F)(C)C